2-(3-fluoro-4-methoxybenzamido)-4-methylbenzo[d]thiazole-6-carboxylic acid FC=1C=C(C(=O)NC=2SC3=C(N2)C(=CC(=C3)C(=O)O)C)C=CC1OC